C(#N)C(C(=O)NC1=C(C=CC(=C1)Br)Br)=C(C)O α-cyano-β-hydroxy-β-methyl-N-(2,5-dibromophenyl)propenamide